CC=1NC(=C(C(C1C(=O)OC)C1=CC=C(C=C1)OC)C(=O)OC)C Dimethyl 2,6-dimethyl-4-(4-methoxyphenyl)-1,4-dihydropyridine-3,5-dicarboxylate